2,6-dimethylpiperidin-1-yl-acetic acid CC1N(C(CCC1)C)CC(=O)O